3-(Ethoxysilyl)-1-propylamine C(C)O[SiH2]CCCN